5-(8-((1S,2R)-[1,1'-bi(cyclopropane)]-2-yl)imidazo[1,2-b]pyridazine-6-yl)pyrimidine-2,4(1H,3H)-dione [C@@H]1([C@@H](C1)C=1C=2N(N=C(C1)C=1C(NC(NC1)=O)=O)C=CN2)C2CC2